(2-{4-fluoro-5-[3-methyl-2,6-dioxo-4-(trifluoromethyl)-3,6-dihydropyrimidin-1(2H)-yl]-2-nitrophenoxy}phenoxy)acetic acid 2-methoxyethyl ester COCCOC(COC1=C(C=CC=C1)OC1=C(C=C(C(=C1)N1C(N(C(=CC1=O)C(F)(F)F)C)=O)F)[N+](=O)[O-])=O